(S)-2-(2-aminothiazol-5-yl)-5-(3-hydroxy-2,6-dimethylphenyl)-1H-pyrrolo[2,3-b]pyridine-4-carbonitrile NC=1SC(=CN1)C1=CC2=C(N=CC(=C2C#N)C2=C(C(=CC=C2C)O)C)N1